1-(Naphthalen-1-yl)-N4,N4-Diphenylbenzene-1,4-diamine C1(=CC=CC2=CC=CC=C12)C1(CC=C(C=C1)N(C1=CC=CC=C1)C1=CC=CC=C1)N